(6-(5-chloro-1-((5-(4-fluoro-3-methoxyphenyl)pyrazin-2-yl)methyl)-1H-indazole-7-carboxamido)spiro[3.3]heptan-2-yl)acetic acid ClC=1C=C2C=NN(C2=C(C1)C(=O)NC1CC2(CC(C2)CC(=O)O)C1)CC1=NC=C(N=C1)C1=CC(=C(C=C1)F)OC